ClC=1C=C(C=NC1C1S/C(/SC1)=C(/N1C=NC=C1)\C#N)NC(OC)=O methyl (E)-(5-chloro-6-{2-[cyano(1H-imidazol-1-yl)methylene]-1,3-dithiolan-4-yl}pyridin-3-yl)carbamate